COC1=C2CCC(CC2=CC=C1)N(CCC)CC1CCNCC1 5-methoxy-N-(piperidin-4-ylmethyl)-N-propyl-1,2,3,4-tetrahydronaphthalene-2-amine